5-(phenylsulfonyl)-N-piperidin-4-yl-2-(trifluoromethyl)benzenesulfonamide C1(=CC=CC=C1)S(=O)(=O)C=1C=CC(=C(C1)S(=O)(=O)NC1CCNCC1)C(F)(F)F